ethyl 2-(4-acetyl-2-((7-(3-(((tert-butoxycarbonyl)amino)methyl)phenyl)-2-(methoxymethyl)benzofuran-5-yl)methoxy)phenyl)acetate C(C)(=O)C1=CC(=C(C=C1)CC(=O)OCC)OCC=1C=C(C2=C(C=C(O2)COC)C1)C1=CC(=CC=C1)CNC(=O)OC(C)(C)C